FC(C1=CC=C(C=C1)N1CC2N(C3=CC=CC=C13)CCN(C2)C=2OC=CN2)(F)F 2-(6-(4-(trifluoromethyl)phenyl)-1,2,4,4a,5,6-hexahydro-3H-pyrazino[1,2-a]quinoxalin-3-yl)oxazole